(E)-1-(5-(6-chloro-3-(1H-imidazol-1-yl)-5-methoxy-1-methyl-1H-pyrrolo[3,2-b]-pyridin-2-yl)-1H-1,2,4-triazol-3-yl)ethan-1-one O-(2-hydroxy-ethyl) oxime OCCO\N=C(/C)\C1=NNC(=N1)C1=C(C2=NC(=C(C=C2N1C)Cl)OC)N1C=NC=C1